(2R,4R)-8-[8-(2-chloro-3-methoxy-phenyl)-7-methyl-imidazo[1,2-c]pyrimidin-5-yl]-2-(oxetan-3-yloxy)-8-azaspiro[4.5]decan-4-amine ClC1=C(C=CC=C1OC)C=1C=2N(C(=NC1C)N1CCC3([C@@H](C[C@@H](C3)OC3COC3)N)CC1)C=CN2